ClC1=NC=CC(=N1)CC(=O)C=1C(=C(C=CC1)CC(=O)N)F (3-(2-(2-chloropyrimidin-4-yl)acetyl)-2-fluorophenyl)acetamide